1-Isothiocyanato-3-(methylsulfinyl)-propan N(=C=S)CCCS(=O)C